Butyl (3R)-4-[2-(6,6-dimethyl-4,5,6,7-tetrahydro-1H-indazol-3-yl)-1H-indole-6-carbonyl]-3-methylpiperazine-1-carboxylate CC1(CCC=2C(=NNC2C1)C=1NC2=CC(=CC=C2C1)C(=O)N1[C@@H](CN(CC1)C(=O)OCCCC)C)C